CN1N=CC(=C1C(F)(F)F)CC1CC2(CN(C2)C(=O)OC(C)(C)C)C1 tert-butyl 6-[[1-methyl-5-(trifluoromethyl)pyrazol-4-yl]methyl]-2-azaspiro[3.3]heptane-2-carboxylate